1,3-Bis(triethoxysilylmethyl)hexahydro-1,3,5-triazine C(C)O[Si](OCC)(OCC)CN1CN(CNC1)C[Si](OCC)(OCC)OCC